1,4,7,10-tetraazacyclotetradecane N1CCNCCNCCNCCCC1